C(CC)OC1(CC=C(CC2=CN=C3N2N=CC=C3N)C=C1)CN1CCCC1 C4-propoxy-3-(4-(pyrrolidin-1-ylmethyl)benzyl)imidazo[1,2-b]pyridazin-8-amine